C(CCCCCCCC=CCCCCCCCC)C(CC(=O)O)CC(=O)O.C(CCCC(=O)O)(=O)OCCCCCCCC\C=C/CCCCCCCC monooleyl glutarate (mono-9-octadecenyl glutarate)